C1(C=CC=C1)[Ti](C1=C(C(=CC=C1F)NC(=O)N(C)C)F)(C1=C(C(=CC=C1F)NC(=O)N(C)C)F)C1C=CC=C1 bis(cyclopentadienyl)bis[2,6-difluoro-3-(3,3-dimethylureido)phenyl]titanium